C1(=CC=CC=C1)N(C1=CC=CC=C1)C1=CC=C(C=C1)B(O)O 4-(N,N-Diphenylamino)phenylboronic acid